Cl.CN(C)C(C(=O)O)CC N,N-dimethylaminobutyric acid hydrochloride